NC=C(CCN)N 1,2,4-triaminobutaneN